phosphoric acid monostearyl ester C(CCCCCCCCCCCCCCCCC)OP(O)(O)=O